((1,5-bis(4-chlorophenyl)-1H-1,2,4-triazole-3-yl)methyl)-4-methoxypiperidine ClC1=CC=C(C=C1)N1N=C(N=C1C1=CC=C(C=C1)Cl)CN1CCC(CC1)OC